(S)-N-cyano-4-((dimethylamino)methyl)-2-fluoro-N'-((1,2,3,5,6,7-hexahydro-s-indacen-4-yl)carbamoyl)benzene-sulfonimidamide C(#N)N[S@@](=O)(=NC(NC1=C2CCCC2=CC=2CCCC12)=O)C1=C(C=C(C=C1)CN(C)C)F